C(C1=CC=CC=C1)OC=1C=C(C=CC1OC)C=1C(=CC(=NC1)N1CCC(CC1)N(C(=O)OC(C)(C)C)CC1=CC=C(C=C1)/C=C/C(=O)O)C1=CC(=C(C=C1)C#N)F (E)-3-(4-{[(1-(5-(3-(benzyloxy)-4-methoxyphenyl)-4-(4-cyano-3-fluorophenyl)pyridin-2-yl)piperidin-4-yl)[(tert-butoxy)carbonyl]amino]methyl}phenyl)prop-2-enoic acid